ClC1=CC=C2C(=N1)N(N=C2I)C 6-chloro-3-iodo-1-methylpyrazolo[3,4-b]Pyridine